C(C1=CC=CC=C1)O[C@@H]1[C@H](N(C[C@@H]([C@H]1OCC1=CC=CC=C1)OCC1=CC=CC=C1)CCC1=C(C=CC=C1F)F)C (2r,3r,4r,5s)-3,4,5-tris(benzyloxy)-1-(2,6-difluorophenethyl)-2-methylpiperidine